4-{2-Cyclopropyl-6-[6-({[(2R)-2-methoxypropyl]amino}methyl)-1-oxo-3H-isoindol-2-yl]pyridin-4-yl}-3-(4-methyl-1,2,4-triazol-3-yl)benzonitrile C1(CC1)C1=NC(=CC(=C1)C1=C(C=C(C#N)C=C1)C1=NN=CN1C)N1C(C2=CC(=CC=C2C1)CNC[C@@H](C)OC)=O